tert-butyl 3-[7-(3-chloro-5-hydroxy-2-isopropyl-phenyl)-8-fluoro-2-(2-oxoethoxy)pyrido[4,3-d]pyrimidin-4-yl]-3,8-diazabicyclo[3.2.1]octane-8-carboxylate ClC=1C(=C(C=C(C1)O)C1=C(C=2N=C(N=C(C2C=N1)N1CC2CCC(C1)N2C(=O)OC(C)(C)C)OCC=O)F)C(C)C